BrC1=C(SC=2N=CN=C(C21)O[C@@H](C(=O)OCC)CC2=C(C=CC(=C2)O[Si](C)(C)C(C)(C)C)OCC2=NC(=NC=C2)C2=C(C=CC=C2)C#N)C2=CC=C(C=C2)F (R)-ethyl 2-((5-bromo-6-(4-fluorophenyl)thieno[2,3-d]pyrimidin-4-yl)oxy)-3-(5-((tert-butyldimethylsilyl)oxy)-2-((2-(2-cyanophenyl)pyrimidin-4-yl)methoxy)phenyl)propanoate